C(C)(C)(C)OC(=O)N1C2CC2C(C1=O)=C.CSCCOC1=CC=C(C=C1)S(=O)(=O)N 4-(2-(methylthio)ethoxy)benzenesulfonamide tert-butyl-4-methylidene-3-oxo-2-azabicyclo[3.1.0]hexane-2-carboxylate